C1=NC(=C(N1[C@H]2[C@@H]([C@@H]([C@H](O2)COP(=O)([O-])[O-])O)O)NC=O)C(=O)N The molecule is dianion of 5-formamido-1-(5-phospho-D-ribosyl)imidazole-4-carboxamide. It has a role as a human metabolite and a Saccharomyces cerevisiae metabolite. It is a conjugate base of a 5-formamido-1-(5-phospho-D-ribosyl)imidazole-4-carboxamide.